CC1=CC=C(C=C1)S(=O)(=O)N1C(C=CCC1)=O 1-p-toluenesulfonyl-5,6-dihydropyridin-2(1H)-one